ClC1=CC(=C2C(=NC(N(C2=C1)C1=CC=CC=C1)=O)NC)OC 7-chloro-5-methoxy-4-(methylamino)-1-phenylquinazolin-2(1H)-one